CN(C)C(C)CCC N,N-dimethylpropylethylamine